5-aminopyrimidin-2-amine NC=1C=NC(=NC1)N